C1(CC1)OC1=NC=CC2=CC=C(C=C12)\C=C\C12CCC(CC1)(CC2)OCC=2C(=NOC2C2CC2)C2=C(C=NC=C2Cl)Cl (E)-1-Cyclopropoxy-7-(2-(4-((5-cyclopropyl-3-(3,5-dichloropyridin-4-yl)isoxazol-4-yl)methoxy)bicyclo[2.2.2]octan-1-yl)vinyl)isochinolin